CS(=O)(=O)O.N1=CC(=C2N1C=CC=C2)C#N pyrazolo[1,5-a]pyridine-3-carbonitrile methanesulfonate salt